O=C1N(C(C2=CC=CC=C12)=O)[C@@H](C)C1=NC(=NN1C1=NC=C(C#N)C=C1)OC 6-{5-[(1S)-1-(1,3-dioxo-1,3-dihydro-2H-isoindol-2-yl)ethyl]-3-methoxy-1H-1,2,4-triazol-1-yl}nicotinonitrile